BrC1=C(C=CC=2OC(OC21)(C2=CC=CC=C2)CNC(OC(C)(C)C)=O)Cl Tert-butyl ((4-bromo-5-chloro-2-phenylbenzo[d][1,3]dioxol-2-yl)methyl)carbamate